C(C)C1=CC=C(C=C1)NC1=NS(C2=C(N1)C(=CC=C2)C=2C=NN(C2)C)(=O)=O 3-((4-ethylphenyl)amino)-5-(1-methyl-1H-pyrazol-4-yl)-4H-benzo[e][1,2,4]thiadiazine 1,1-dioxide